Methyl-guanosine 5'-triphosphate P(O)(=O)(OP(=O)(O)OP(=O)(O)O)OC[C@@H]1[C@H]([C@H]([C@@](O1)(N1C=NC=2C(=O)NC(N)=NC12)C)O)O